C(C)OC(=O)C1(CCN(CC1)C(=O)OC(C)(C)C)CC1=C(C=C(C=C1)Br)F 4-(4-bromo-2-fluorobenzyl)piperidine-1,4-dicarboxylic acid 1-tert-butyl 4-ethyl ester